2,4,6-triphenylpyran iodide [I-].C1(=CC=CC=C1)C1OC(=CC(=C1)C1=CC=CC=C1)C1=CC=CC=C1